1-[6-[5-ethyl-3-methyl-4-oxo-6-(trifluoromethyl)imidazo[4,5-c]pyridin-2-yl]-5-(ethylsulfonimidoyl)-3-pyridyl]cyclopropane-carbonitrile C(C)N1C(C2=C(C=C1C(F)(F)F)N=C(N2C)C2=C(C=C(C=N2)C2(CC2)C#N)S(=O)(=N)CC)=O